2,5-divinyl-1,4-BenzeneDicarboxaldehyde C(=C)C1=C(C=C(C(=C1)C=O)C=C)C=O